ClC1=NC=2N(C=C1)C(=CN2)S(=O)(=O)NC=2C(=NC(=C(C2)F)OCC(F)F)OC 7-chloro-N-[6-(2,2-difluoroethoxy)-5-fluoro-2-methoxy-3-pyridyl]imidazo[1,2-a]pyrimidine-3-sulfonamide